ClC1=NN(C=N1)C1=C(C(=NN(C1=O)C1=C(C=C(C#N)C=C1C)C)CC)O 4-[5-(3-chloro-1H-1,2,4-triazol-1-yl)-3-ethyl-4-hydroxy-6-oxopyridazin-1(6H)-yl]-3,5-dimethylbenzonitrile